3-{5-chloro-2-[(oxacyclohex-4-yl)amino]pyrimidin-4-yl}-6-[2-(1-methyl-2,3,4,5-tetrahydro-1H-3-benzazepin-3-yl)-2-oxoethyl]-5H,6H,7H-pyrrolo[3,4-b]pyridin-5-one ClC=1C(=NC(=NC1)NC1CCOCC1)C=1C=C2C(=NC1)CN(C2=O)CC(=O)N2CCC1=C(C(C2)C)C=CC=C1